C(CCCCCCCCCCCCCCCCC)C1=C(C(=O)N)C=CC(=C1)C(=O)N monostearylterephthalamide